NC=1C=C(C=C(C1)N)C(F)(F)F 3,5-diaminotrifluoromethylbenzene